CN1CCN(CC1)C2=CC3=C(C=C2)N4C(=C(N=C4C3=O)C#N)N The molecule is an imidazoindole that is 9H-imidazo[1,2-a]indole which is substituted at positions 2, 3, 7, and 9 by cyano, amino, 4-methylpiperazin-1-yl, and oxo groups, respectively. It is an imidazoindole, a nitrile, a primary amino compound, a N-arylpiperazine and a N-methylpiperazine.